CS(=O)(=O)CCCOC1=CC(=C(C(=C1)C)C1=CC(=CC=C1)COS(=O)(=O)C)C methanesulfonic acid 4'-(3-methanesulfonyl-propoxy)-2',6'-dimethyl-biphenyl-3-yl-methyl ester